tert-butyl (3'-(N,N-bis(4-methoxybenzyl)sulfamoyl)-4'-bromo-2'-(2-(4-methoxybenzyl)-2H-tetrazol-5-yl)-2,3,4,5-tetrahydro-[1,1'-biphenyl]-4-yl)carbamate COC1=CC=C(CN(S(=O)(=O)C=2C(=C(C=CC2Br)C=2CCC(CC2)NC(OC(C)(C)C)=O)C=2N=NN(N2)CC2=CC=C(C=C2)OC)CC2=CC=C(C=C2)OC)C=C1